(R)-5-Chloro-7-iodo-N-(1-methylpiperidin-3-yl)oxazolo[4,5-b]pyridin-2-amine 2,2,2-trifluoroacetate FC(C(=O)O)(F)F.ClC1=CC(=C2C(=N1)N=C(O2)N[C@H]2CN(CCC2)C)I